N-(2,2,2-trifluoroethyl)-3-azaspiro[5.5]undecane-9-formamide FC(CNC(=O)C1CCC2(CCNCC2)CC1)(F)F